C(C)OC(=O)C1=CC=NC2=CC=C(C=C12)N1[C@H](COC[C@H]1C)C 6-((3S,5R)-3,5-dimethylmorpholino)quinoline-4-carboxylic acid ethyl ester